N-(9-((3-methylbenzylidene)amino)-2-morpholino-9H-purin-6-yl)oxazol-5-amine CC=1C=C(C=NN2C3=NC(=NC(=C3N=C2)NC2=CN=CO2)N2CCOCC2)C=CC1